CC1=C(C=C2CCCN(C2=C1)C1=NN(C2=C1CN(CC2)C(C)=O)C2CCNCC2)C=2C=NN(C2)C 1-[3-[7-methyl-6-(1-methylpyrazol-4-yl)-3,4-dihydro-2H-quinolin-1-yl]-1-(4-piperidyl)-6,7-dihydro-4H-pyrazolo[4,3-c]pyridin-5-yl]ethanone